N[C@H]1C2N(CC1CC2)C(=O)C=2C=C(C=1N(C2)N=C(C1C)C=1N(C2=CC(=CC=C2C1)Br)CC1CC1)OC ((7R)-7-Amino-2-azabicyclo[2.2.1]heptan-2-yl)(2-(6-bromo-1-(cyclopropylmethyl)-1H-indol-2-yl)-4-methoxy-3-methylpyrazolo[1,5-a]pyridin-6-yl)methanone